(R)-2-(3-(4-amino-3-(4-phenoxyphenyl)-1H-pyrazolo[3,4-d]pyrimidin-1-yl)piperidine-1-carbonyl)allyl (4-nitrophenyl) carbonate C(OCC(=C)C(=O)N1C[C@@H](CCC1)N1N=C(C=2C1=NC=NC2N)C2=CC=C(C=C2)OC2=CC=CC=C2)(OC2=CC=C(C=C2)[N+](=O)[O-])=O